BrC=1C=C(C=CC1)C1=NC2=CC=CC=C2C(=N1)N (3-bromophenyl)quinazolin-4-amine